8,8-Difluoro-6-methyl-N-((1-((6-(trifluoromethyl)pyridin-3-yl)methyl)-1H-pyrazol-4-yl)methyl)-6,7,8,9-Tetrahydro-3,5,6,9a-tetraazabenzo[cd]azulene-4-amine FC1(CN(C=2C3=C(C=CN3C1)N=C(N2)NCC=2C=NN(C2)CC=2C=NC(=CC2)C(F)(F)F)C)F